COC1=NC2=CC=CC=C2C=C1C#N methoxyquinoline-3-carbonitrile